2-(6-(4-(4-((2-(2,6-dioxopiperidin-3-yl)-1-oxoisoindolin-5-yl)methyl)piperazin-1-yl)phenyl)-1-oxoisoindolin-2-yl)-2-(5-fluoro-2-hydroxyphenyl)-N-(thiazol-2-yl)acetamide O=C1NC(CCC1N1C(C2=CC=C(C=C2C1)CN1CCN(CC1)C1=CC=C(C=C1)C1=CC=C2CN(C(C2=C1)=O)C(C(=O)NC=1SC=CN1)C1=C(C=CC(=C1)F)O)=O)=O